BrCC1=C(C=CC=C1)C1=CC=CC=C1 2-(bromomethyl)-1,1'-biphenyl